C(C1=CC=CC=C1)OC1=C(C=C(C=C1Br)Br)C1=NC(=CC=C1)Br 2-(benzyloxy-3,5-dibromophenyl)-6-bromopyridine